dodecyl-dimethyl-chlorosilane C(CCCCCCCCCCC)[Si](Cl)(C)C